FC=1C(=CC(=NC1)OC)C1=CC(=NN1)C(=O)N1C2(CC2)C[C@H](CC1)C(=O)N[C@@H]1CCOC=2C1=NC=C(C2)F (S)-4-(5-(5-fluoro-2-methoxypyridin-4-yl)-1H-pyrazole-3-carbonyl)-N-((R)-7-fluoro-3,4-dihydro-2H-pyrano[3,2-b]pyridin-4-yl)-4-azaspiro[2.5]octane-7-carboxamide